(2S,3R,5R)-4-[[3-(3,4-difluoro-2-methoxy-phenyl)-5-(trifluoromethyl)tetrahydrofuran-2-carbonyl]amino]pyridine-2-carboxamide FC=1C(=C(C=CC1F)[C@@H]1[C@H](O[C@H](C1)C(F)(F)F)C(=O)NC1=CC(=NC=C1)C(=O)N)OC